C1(CCCC1)N1C(N(C(C(=C1)C(=O)NC1=CC(=C(C=C1)OC=1C2=C(N=CN1)CNCC2)F)=O)C2=NC=C(C=C2)C)=O 1-Cyclopentyl-N-(3-fluoro-4-((5,6,7,8-tetrahydropyrido[3,4-d]pyrimidin-4-yl)oxy)phenyl)-3-(5-methyl-pyridin-2-yl)-2,4-dioxo-1,2,3,4-tetrahydropyrimidine-5-carboxamide